1-Ethyl-Pyridinium C(C)[N+]1=CC=CC=C1